N-(1H-benzo[d]imidazol-5-yl)-4-(2'-fluoro-[1,1'-biphenyl]-4-yl)butanamide N1C=NC2=C1C=CC(=C2)NC(CCCC2=CC=C(C=C2)C2=C(C=CC=C2)F)=O